C(C1=CC=CC=C1)OC=1C=C(C(=C2C(CNC(C12)=O)C)F)Br 8-(benzyloxy)-6-bromo-5-fluoro-4-methyl-3,4-dihydroisoquinolin-1(2H)-one